6-dimethylamino-2-carboxyl-1,4-naphthoquinone CN(C=1C=C2C(C=C(C(C2=CC1)=O)C(=O)O)=O)C